1-{1-[6-(trifluoromethyl)pyridin-3-yl]propyl}-1H,4H,5H-pyrazolo[3,4-d]pyrimidin-4-one FC(C1=CC=C(C=N1)C(CC)N1N=CC2=C1N=CNC2=O)(F)F